(S)-7-(4-(2-(tetrahydro-2H-pyran-4-yl)phenyl)piperidin-1-yl)-5-oxa-2-azaspiro[3.4]octane-2-carboxylic acid tert-butyl ester C(C)(C)(C)OC(=O)N1CC2(C1)OC[C@H](C2)N2CCC(CC2)C2=C(C=CC=C2)C2CCOCC2